5-fluoro-2-(3-methoxy-4-nitrophenyl)pyrimidine FC=1C=NC(=NC1)C1=CC(=C(C=C1)[N+](=O)[O-])OC